C(#N)[C@H]1N([C@H]2C[C@H]2C1)C(CNC(=O)C1=CC=NC2=CC=C(C=C12)C1CC1)=O N-(2-((1S,3S,5S)-3-Cyano-2-azabicyclo[3.1.0]hexan-2-yl)-2-oxoethyl)-6-cyclopropylquinoline-4-carboxamide